ClC=1C(=NC(=NC1)N[C@@H]1C[C@H]2CO[C@@H]([C@H]1O)O2)C2=CC=C1C(C(=C(N(C1=C2)C(C)C)C)C)=O 7-(5-chloro-2-(((1S,3R,4S,5R)-4-hydroxy-6,8-dioxabicyclo[3.2.1]octan-3-yl)amino)pyrimidin-4-yl)-1-isopropyl-2,3-dimethylquinolin-4(1H)-one